(6-chloro-2,3,4,9-tetrahydro-1H-carbazol-3-yl)methylamine ClC=1C=C2C=3CC(CCC3NC2=CC1)CN